C(C)[Si](CCCOC=C1OC1)(CC)CC triethyl-(3-(oxiranyl-2-ylmethoxy)propyl)silane